2-(3'-hydroxy-2'-hydroxyphenyl)benzotriazole OC=1C(=C(C=CC1)N1N=C2C(=N1)C=CC=C2)O